chloro-2',8'-dimethylspiro[cyclopropane-1,6'-pyrrolo[3,2-g]quinazoline]-7'(8'H)-one ClC1=NC(=NC2=CC3=C(C=C12)C1(C(N3C)=O)CC1)C